2,2-bipyridyl N1=C(C=CC=C1)C1=NC=CC=C1